NC1=CC=C2C=3C(C4=C(C(C3NC2=C1)(C)C)C=C(C=C4)OCCN(CC)CC)=O 3-Amino-8-(2-diethylamino-ethoxy)-6,6-dimethyl-5,6-dihydro-benzo[b]carbazol-11-one